C(CCCCCCC)SC=1C=C(C(=C(C1)SCCCCCCCC)O)C 4,6-bis(octylthio)o-cresol